P(=O)(O)(O)OC[C@@H]1[C@H]([C@H]([C@@H](O1)N1C(=O)N=C(NC(C)=O)C=C1)O)O N4-acetylcytidine monophosphate